C(C)(C)(C)C1=NC(=NO1)C(=O)N[C@@H](C)C1=C(C=C(C=C1)C1=CC(=NC=C1)NC(=O)C1CC1)C (S)-5-(tert-butyl)-N-(1-(4-(2-(cyclopropanecarboxamido)pyridin-4-yl)-2-methylphenyl)ethyl)-1,2,4-oxadiazole-3-carboxamide